C(CCCCCCCCCCCCCCCCC(=O)OCCl)(=O)OC(C)(C)C 1-(tert-butyl) 18-(chloromethyl) octadecanedioate